N'-[(5-amino-1,3,3-trimethyl-cyclohexyl)methyl]dodecan-1,12-diamin NC1CC(CC(C1)(C)CNCCCCCCCCCCCCN)(C)C